FC1=C(C(=CC=C1)OC)C=1C=C2C(=CN1)NN=C2C2=C(C(=O)N)C=CC(=C2)C (5-(2-fluoro-6-methoxyphenyl)-1H-pyrazolo[3,4-c]pyridin-3-yl)-4-methylbenzamide